CN(S(=O)(=O)C=1C=C(C=CC1)C(=O)N1[C@H](CCC1)C(=O)NCC1=CC=C(C=C1)C(F)(F)F)C 1-((3-(dimethylsulfamoyl)phenyl)carbonyl)-N-(4-(trifluoromethyl)benzyl)-D-prolinamide